methyl 6-chloro-4-(difluoromethyl)-7-fluoro-1H-indole-2-carboxylate ClC1=CC(=C2C=C(NC2=C1F)C(=O)OC)C(F)F